8-cyclopentyl-6-(2-ethoxyethyl)-2-(5-piperazin-1-yl-pyridin-2-ylamino)-8H-pyrido[2,3-d]Pyrimidin-7-one C1(CCCC1)N1C(C(=CC2=C1N=C(N=C2)NC2=NC=C(C=C2)N2CCNCC2)CCOCC)=O